benzyl ((5-(((tert-butoxycarbonyl)amino)methyl)pyridin-2-yl)methyl)carbamate C(C)(C)(C)OC(=O)NCC=1C=CC(=NC1)CNC(OCC1=CC=CC=C1)=O